3-tert-butyl-4-({2-chloro-3-[(1-methylcyclopropyl)carbamoyl]phenyl}amino)-N-[imidazolidin-2-ylidene]benzamide C(C)(C)(C)C=1C=C(C(=O)N=C2NCCN2)C=CC1NC1=C(C(=CC=C1)C(NC1(CC1)C)=O)Cl